4-methoxy-1-(4-methoxybenzyl)-7-methyl-1H-pyrazolo[3,4-d]pyridazine COC1=C2C(=C(N=N1)C)N(N=C2)CC2=CC=C(C=C2)OC